BrC=1C=C(OCCCC2=C3CCN(CC3=CC=C2)C(=O)OC(C)(C)C)C=C(C1)C#N tert-Butyl 5-[3-(3-bromo-5-cyanophenoxy)propyl]-3,4-dihydroisoquinoline-2(1H)-carboxylate